N-[2-(2-naphthalenesulfonyloxy)phenyl]-N'-[4-(2-naphthalenesulfonyloxy)phenyl]urea C1=C(C=CC2=CC=CC=C12)S(=O)(=O)OC1=C(C=CC=C1)NC(=O)NC1=CC=C(C=C1)OS(=O)(=O)C1=CC2=CC=CC=C2C=C1